3-[(2-chloro-6-fluorophenyl)methyl]-4-[(2,4-difluorophenyl)methyl]-4,5-dihydro-1,2,4-oxadiazol-5-one ClC1=C(C(=CC=C1)F)CC1=NOC(N1CC1=C(C=C(C=C1)F)F)=O